C(CCC(CCCCCCC)N)N 1,4-Undecanediamine